CN1N=CC(=C1)S(=O)(=O)C1=CC=C(C=C1)[N+](=O)[O-] 1-Methyl-4-(4-nitro-benzenesulfonyl)-1H-pyrazole